4-(6-chloro-4-fluoro-1,3-benzothiazol-2-yl)-3,6-dihydro-2H-pyridine-1-carboxylic acid tert-butyl ester C(C)(C)(C)OC(=O)N1CCC(=CC1)C=1SC2=C(N1)C(=CC(=C2)Cl)F